3-(4-methoxybenzyl)-6-(3-(4-(trifluoromethyl)phenoxy)pyrazin-2-yl)-3H-[1,2,3]triazolo[4,5-b]pyridine COC1=CC=C(CN2N=NC=3C2=NC=C(C3)C3=NC=CN=C3OC3=CC=C(C=C3)C(F)(F)F)C=C1